C1(CC1)N1CCC(CC1)(O)C1=CC=C(S1)C(CSC1=NC(=NC2=CC=C(C=C12)OC)C)=O 1-(5-(1-cyclopropyl-4-hydroxypiperidin-4-yl)thiophen-2-yl)-2-((6-methoxy-2-methylquinazolin-4-yl)thio)ethan-1-one